6-chloro-4-(trifluoromethyl)nicotinic acid ClC1=NC=C(C(=O)O)C(=C1)C(F)(F)F